C(CCCCCC)(=O)N[C@@H](CS)C(=O)O N-heptanoyl-cysteine